N1[C@H](CCC1)C=O D-prolinaldehyde